4-(4-(4-(2-(2-aminopyridin-3-yl)-5-(2-cyanopyridin-3-yl)-3H-imidazo[4,5-b]pyridin-3-yl)benzyl)piperazin-1-yl)pyrimidine-2-carbonitrile NC1=NC=CC=C1C1=NC=2C(=NC(=CC2)C=2C(=NC=CC2)C#N)N1C1=CC=C(CN2CCN(CC2)C2=NC(=NC=C2)C#N)C=C1